ClC1=NC(=C(C=2N=C(N=C(C21)N2C[C@H]1CC[C@@H](C2)N1C(=O)OC(C)(C)C)OC[C@]12CCCN2C[C@@H](C1)F)F)Cl (1R,5S)-tert-butyl 3-(5,7-dichloro-8-fluoro-2-(((2R,7aS)-2-fluorohexahydro-1H-pyrrolizin-7a-yl) methoxy) pyrido[4,3-d]pyrimidin-4-yl)-3,8-diazabicyclo[3.2.1]octane-8-carboxylate